2-decyl-2-methyltetradecyl icosanoate C(CCCCCCCCCCCCCCCCCCC)(=O)OCC(CCCCCCCCCCCC)(C)CCCCCCCCCC